5-fluoro-2,3-dimethyl-4-(piperidin-4-ylamino)-1H-indole-7-carboxamide FC=1C(=C2C(=C(NC2=C(C1)C(=O)N)C)C)NC1CCNCC1